C1N(CC2C1CNC2)C(=O)[O-] Hexahydropyrrolo[3,4-c]pyrrole-2(1H)-carboxylate